5-(1-methyl-1H-pyrazol-3-yl)-2-nitropyridine CN1N=C(C=C1)C=1C=CC(=NC1)[N+](=O)[O-]